2-amino-5-{7-chloro-1-oxo-2-[(2S)-1,1,1-trifluorobut-2-yl]-2,3-dihydro-1H-isoindol-5-yl}-N-[(2R)-1-hydroxypropan-2-yl]pyrazolo[1,5-a]pyrimidine-3-carboxamide NC1=NN2C(N=C(C=C2)C=2C=C3CN(C(C3=C(C2)Cl)=O)[C@H](C(F)(F)F)CC)=C1C(=O)N[C@@H](CO)C